2,2,3-Trimethylpentanedioic acid CC(C(=O)O)(C(CC(=O)O)C)C